C(C1=CC=CC=C1)(=O)C1=CC(CC2=C(N1)C=CC(=C2)C(C)(C)C)=O 2-Benzoyl-7-tert-butyl-1,5-dihydro-4H-benzo[b]azepine-4-One